N1(CCC1)C(C)C1=NC(=NO1)C1=CC=C(C=C1)C#CC1=CC(=CC=C1)F 5-(1-(azetidin-1-yl)ethyl)-3-(4-((3-fluorophenyl)ethynyl)phenyl)-1,2,4-oxadiazole